benzyl 4-(2-((tert-butoxycarbonyl)amino)ethoxy)piperidine-1-carboxylate C(C)(C)(C)OC(=O)NCCOC1CCN(CC1)C(=O)OCC1=CC=CC=C1